ClC1=C(C=C(C=C1)N1N=CC(=N1)C(=O)NCC1(NC(NC1=O)=O)C=1N(C=CN1)C)F (4-chloro-3-fluorophenyl)-N-{[4-(1-methyl-1H-imidazol-2-yl)-2,5-dioxoimidazolidin-4-yl]methyl}-2H-1,2,3-triazole-4-carboxamide